4-methoxy-2-methyl-5-((4-(4-(trifluoromethyl)piperidin-1-yl)phenyl)amino)isoindolin-1-one COC1=C2CN(C(C2=CC=C1NC1=CC=C(C=C1)N1CCC(CC1)C(F)(F)F)=O)C